((2R,3R,4R,5S)-3,4,5-tris(benzyloxy)-1-((4-(tert-butyl)cyclohexyl)methyl)piperidin-2-yl)methanol C(C1=CC=CC=C1)O[C@@H]1[C@H](N(C[C@@H]([C@H]1OCC1=CC=CC=C1)OCC1=CC=CC=C1)CC1CCC(CC1)C(C)(C)C)CO